fluorophenylboronic acid B(C1=CC=CC=C1)(O)OF